(R)-3-(tert-butyl)-N-(1-(4-(6-((6-methoxy-5-(piperazin-1-yl)pyridin-2-yl)amino)pyrimidin-4-yl)-2-methylphenyl)ethyl)-1,2,4-oxadiazole-5-carboxamide C(C)(C)(C)C1=NOC(=N1)C(=O)N[C@H](C)C1=C(C=C(C=C1)C1=NC=NC(=C1)NC1=NC(=C(C=C1)N1CCNCC1)OC)C